C(C)(C)(C)C=1C(=C(C(=O)NC2=C(C=C(C=C2)[N+](=O)[O-])Cl)C=C(C1)C(C)(C)C)O 3,5-di-tert-butyl-N-(2-chloro-4-nitrophenyl)-2-hydroxy-benzamide